C(C1=CC=CC=C1)OCC([C@H](C[C@H]1C(NCC1)=O)NC(=O)[C@H]1N(CC2(CC2)C1)C(=O)OC(C)(C)C)=O tertbutyl (6S)-6-{[(2S)-4-(benzyloxy)-3-oxo-1-[(3S)-2-oxopyrrolidin-3-yl]butan-2-yl]carbamoyl}-5-azaspiro[2.4]heptane-5-carboxylate